2-[benzyl(2-hydroxyethyl)amino]-1-(3-pyridyl)ethanone C(C1=CC=CC=C1)N(CC(=O)C=1C=NC=CC1)CCO